(5-(4-(1-methyl-1H-pyrazol-4-yl)-1H-pyrrolo[2,3-b]pyridin-3-yl)pyrazolo[1,5-a]pyridin-3-yl)(piperidin-1-yl)methanone CN1N=CC(=C1)C1=C2C(=NC=C1)NC=C2C2=CC=1N(C=C2)N=CC1C(=O)N1CCCCC1